tert-butyl (2-(4-(1-(2-((S)-4-(4-chlorophenyl)-2,3,9-trimethyl-6H-thieno[3,2-f][1,2,4]triazolo[4,3-a][1,4]diazepin-6-yl)acetamido)ethyl)benzamido)phenyl)carbamate ClC1=CC=C(C=C1)C1=N[C@H](C=2N(C3=C1C(=C(S3)C)C)C(=NN2)C)CC(=O)NC(C)C2=CC=C(C(=O)NC3=C(C=CC=C3)NC(OC(C)(C)C)=O)C=C2